O1C=CC2=C1C=CC=C2C=2C=C(OC2)C(CC(=O)OC)=O methyl 3-(4-(benzofuran-4-yl) furan-2-yl)-3-oxopropanoate